TIN LEAD SELENIDE [Pb]=[Se].[Sn]